ethyl (E)-3-(2-amino-5-chlorophenyl)acrylate NC1=C(C=C(C=C1)Cl)/C=C/C(=O)OCC